C(C1=CC=CC=C1)(=O)C1=CC=C(C=C1)S(=O)C 1-benzoyl-4-(methylsulfinyl)benzene